(S)-3-(3-chloro-4-fluorophenyl)-1-isopropyl-1-((1-oxo-1,2-dihydroisoquinolin-4-yl)methyl)urea ClC=1C=C(C=CC1F)NC(N(CC1=CNC(C2=CC=CC=C12)=O)C(C)C)=O